4-[4-[4-[4-[[2-(2,4-Dichlorophenyl)-2-(1H-1,2,4-triazol-1-ylmethyl)-1,3-dioxolan-4-yl]methoxy]phenyl]-1-piperazinyl]phenyl]-2,4-dihydro-2-(6-azidohexyl)-3H-1,2,4-triazol-3-one ClC1=C(C=CC(=C1)Cl)C1(OCC(O1)COC1=CC=C(C=C1)N1CCN(CC1)C1=CC=C(C=C1)N1C(N(N=C1)CCCCCCN=[N+]=[N-])=O)CN1N=CN=C1